N=1C(CC=C2C=CC=CC12)=O 2,3-dihydroquinolone